FC1=C(C(=CC=C1)F)C1=CC(=C(N=N1)C(=O)[O-])NC1=CC=C(C=C1)C1(COC1)O 6-(2,6-difluorophenyl)-4-((4-(3-Hydroxyoxetan-3-yl)phenyl)amino)pyridazine-3-carboxylate